rac-5-(((2S,3R,4R)-1-acetyl-2-cyclopropyl-3-methyl-6-(1,2,3,6-tetrahydropyridin-4-yl)-1,2,3,4-tetrahydroquinolin-4-yl)amino)pyrazine-2-carbonitrile C(C)(=O)N1[C@H]([C@@H]([C@H](C2=CC(=CC=C12)C=1CCNCC1)NC=1N=CC(=NC1)C#N)C)C1CC1 |r|